O[C@@H]([C@@H](C(=O)N[C@@H](CC(C)C)B1OC(C[C@@H](O1)C(NC(C)C)=O)=O)NC(C1=NC(=CC=C1)C1=CC=CC=C1)=O)C N-((2S,3R)-3-hydroxy-1-(((R)-1-((R)-4-(isopropylcarbamoyl)-6-oxo-1,3,2-dioxaborinan-2-yl)-3-methylbutyl)amino)-1-oxobutan-2-yl)-6-phenylpicolinamide